C(OC1CCCCC1)(OC(CC)I)=O Cyclohexyl (1-iodopropyl) carbonate